CC1=NOC(=C1)C1=CC=C(C=C1)CN 1-[4-(3-methyl-1,2-oxazol-5-yl)phenyl]methylamine